(2R,3S,4R,5R)-5-(4-aminopyrrolo[2,1-f][1,2,4]triazin-7-yl)-5-cyano-3,4-dihydroxytetrahydrofuran-2-pivalate NC1=NC=NN2C1=CC=C2[C@]2([C@@H]([C@@H]([C@H](O2)CC(C(=O)[O-])(C)C)O)O)C#N